C(C(=CCCCCCCCCCCCCCCCCC)N)(N)(N)N eicosenetetramine